CC1C(CC(C(N1CCOCCOC\C=C\B1OC(C(O1)(C)C)(C)C)=O)NC(OC(C)(C)C)=O)C1=C(C(=CC=C1F)F)F Tert-butyl N-[6-methyl-2-oxo-1-[2-[2-[(E)-3-(4,4,5,5-tetramethyl-1,3,2-dioxaborolan-2-yl)allyloxy]ethoxy]ethyl]-5-(2,3,6-trifluorophenyl)-3-piperidyl]carbamate